C1(CC1)C(C=C)=O (Z)-3-cyclopropyl-3-oxoprop-1-en